BrC=1C(=CC(=C(C1)S(=O)(=O)N[C@@H](C(=O)N)CC(C)C)F)F (R)-2-((5-bromo-2,4-difluorophenyl)sulfonamido)-4-methylpentanamide